COC1=CC=C(CN(C=2C=3N(C(=C(N2)C=2C=C(C#N)C=CC2)C2=NC=NC=C2)N=C(N3)CC3=C(C=CC=C3)C=C)CC3=CC=C(C=C3)OC)C=C1 3-(8-(bis(4-methoxybenzyl)amino)-5-(pyrimidin-4-yl)-2-(2-vinylbenzyl)-[1,2,4]triazolo[1,5-a]pyrazin-6-yl)benzonitrile